ICC/C=C/CCCCCCCCC(=O)[O-] (8E)-11-iodo-8-undecenylacetate